The molecule is a monoterpene glycoside that is geraniol-5,10-olide glycosylated at position 1 by a beta-D-glucopyranosyl group. Isolated from the aerial parts of Sibiraea angustata, it exhibits anti-obesity activity. It has a role as a metabolite and an anti-obesity agent. It is a monoterpene glycoside, a monosaccharide derivative, a gamma-lactone, a terpene lactone and a beta-D-glucoside. CC(=C[C@H]1C/C(=C/CO[C@H]2[C@@H]([C@H]([C@@H]([C@H](O2)CO)O)O)O)/C(=O)O1)C